FC(CC(=O)NC(C(=O)O)CC)(F)F 2-(3,3,3-trifluoropropanamido)butanoic acid